Methyl-2-bromo-N-(4,5-dimethylisoxazol-3-yl)-N-((2-methoxyethoxy)methyl)benzenesulfonamide CC=1C(=C(C=CC1)S(=O)(=O)N(COCCOC)C1=NOC(=C1C)C)Br